S-methyl 4-[2-[(3,4-dimethoxyphenyl)methoxy]ethyl-methyl-amino]-4-methyl-pent-2-ynethioate COC=1C=C(C=CC1OC)COCCN(C(C#CC(SC)=O)(C)C)C